C(#N)C=1C=C(C=CC1)C=1C=NC(=NC1)N1C([C@H]2N(CCNC2)CC1)=O (S)-8-(5-(3-Cyanophenyl)pyrimidin-2-yl)-9-oxooctahydro-2H-pyrazino[1,2-a]pyrazin